7-bromo-4-chloro-1-methylbenzimidazole BrC1=CC=C(C2=C1N(C=N2)C)Cl